FC=1C=C(C=CC1)C=1N=NNC1 4-(3-fluorophenyl)-1H-1,2,3-triazol